3-(3-oxo-4-morpholinyl)nitrobenzene O=C1N(CCOC1)C=1C=C(C=CC1)[N+](=O)[O-]